OC1(CCN(CC1)C1=NN=C(S1)C=1C(=CC(=NC1)C1=CC=C2N1N=CC(=C2)C#N)NC2COC2)C 7-(5-(5-(4-hydroxy-4-methylpiperidin-1-yl)-1,3,4-thiadiazol-2-yl)-4-(oxetan-3-ylamino)pyridin-2-yl)pyrrolo[1,2-b]pyridazine-3-carbonitrile